2-(2-bromo-4-(trifluoromethyl)phenoxy)-7-azaspiro[3.5]Nonane-7-carboxylic acid tert-butyl ester C(C)(C)(C)OC(=O)N1CCC2(CC(C2)OC2=C(C=C(C=C2)C(F)(F)F)Br)CC1